5-isobutyl-4-(4-methoxyphenyl)thiazol-2-amine C(C(C)C)C1=C(N=C(S1)N)C1=CC=C(C=C1)OC